9-Cyclopentyloxymethyl-2-([1,4]dioxan-2-ylmethoxy)-6,7-dihydro-pyrimido[6,1-a]isoquinolin-4-one C1(CCCC1)OCC=1C=C2CCN3C(C2=CC1)=CC(=NC3=O)OCC3OCCOC3